BrC1=NN2C(N=C(C=C2)Cl)=C1C=NO (3E)-2-bromo-5-chloro-pyrazolo[1,5-a]Pyrimidine-3-carbaldehyde oxime